(S)-(4-(2-cyclohexyl-2-(1-methyl-1H-pyrazole-5-carboxamido)acetamido)phenyl)boronic acid C1(CCCCC1)[C@@H](C(=O)NC1=CC=C(C=C1)B(O)O)NC(=O)C1=CC=NN1C